Cl.Cl.Cl.NC/C(/COC1=CC2=C(N=C(O2)NCC2=CC(=NC(=C2)C)C)C=C1)=C\F (E)-6-((2-(Aminomethyl)-3-fluoroallyl)oxy)-N-((2,6-dimethylpyridin-4-yl)methyl)benzo[d]oxazol-2-amine trihydrochloride